IC1=C(C=NN1S(=O)(=O)C(F)(F)F)C 5-iodo-4-methyl-1-((trifluoromethyl)sulfonyl)-1H-pyrazole